2-(2-((2-(5-(1H-pyrrol-1-yl)-1H-benzo[d]imidazol-2-yl)ethyl)amino)ethyl)-N-((3-chloropyridin-2-yl)methyl)oxazole-4-carboxamide N1(C=CC=C1)C1=CC2=C(NC(=N2)CCNCCC=2OC=C(N2)C(=O)NCC2=NC=CC=C2Cl)C=C1